[N+](=O)([O-])C1=C(COC(=O)C=2C(=C(C=CC2)C(C2=CC=CC=C2)(N)N)C(=O)OCC2=C(C=CC=C2)[N+](=O)[O-])C=CC=C1 bis{[(2-nitrobenzyl)oxy]carbonyl}-diaminodiphenylmethane